2,2-dimethyl-6-bromohexanoic acid methyl ester COC(C(CCCCBr)(C)C)=O